NC1=C(C(N(C2=CC(=CC=C12)C(F)(F)F)C1=CSC=C1)=O)C(=O)OC methyl 4-amino-2-oxo-1-(thiophen-3-yl)-7-(trifluoromethyl)-1,2-dihydroquinoline-3-carboxylate